NC(CC[C@@H](COCCCCCCCC(=O)O)NC(=O)OC(C)(C)C)=O (S)-8-((5-amino-2-((tert-butoxycarbonyl)amino)-5-oxopentyl)oxy)octanoic acid